FC1=CC=C(C=C1)C=1C(=NC2=CC(=CC(=C2C1)C(C)NC1=C(C(=O)O)C=CC=C1)C)C1=NC=NC=C1 2-((1-(3-(4-fluorophenyl)-7-methyl-2-(pyrimidin-4-yl)quinolin-5-yl)ethyl)amino)benzoic acid